C(C1=CC=CC=C1)OC=1C=2C(N=C(N1)C(C)=O)=NN(C2)C2=C(C=C(C=C2C)C(C)(F)F)C 1-[4-(benzyloxy)-2-{4-(1,1-difluoroethyl)-2,6-dimethylphenyl}-2H-pyrazolo[3,4-d]pyrimidin-6-yl]ethan-1-one